N1C=C(C2=CC=CC=C12)CC[C@@H]1N(CCC2=CC(=C(C=C12)OC)OC)C(=O)C1CCOCC1 (S)-(1-(2-(1H-indol-3-yl)ethyl)-6,7-dimethoxy-3,4-dihydroisoquinoline-2(1H)-yl)(tetrahydro-2H-pyran-4-yl)methanone